2-(3-isopropyl-4-methoxy-6-oxopyridazin-1(6H)-yl)acetamide C(C)(C)C1=NN(C(C=C1OC)=O)CC(=O)N